2-(1-cyclohexylpiperidin-4-yl)-3-oxo-2,3-dihydro-1H-isoindole-4-carboxylic acid amide C1(CCCCC1)N1CCC(CC1)N1CC=2C=CC=C(C2C1=O)C(=O)N